ClC1=C(C(=O)O)C=CC=C1.ClC1=C(C(=O)O)C=CC=C1 chlorobenzoic acid (chlorobenzoate)